ClC1=C(C=C(C=2C[C@]3(C(=CCC[C@H]3C)OC)OC21)OC)OC (2S,5'R)-7-chloro-3',4,6-trimethoxy-5'-methyl-spiro[benzofuran-2,4'-cyclohex-2-ene]